1,2-bis(3,4-dicarboxyphenyl)hexafluoropropane C(=O)(O)C=1C=C(C=CC1C(=O)O)C(C(C(F)(F)F)(C1=CC(=C(C=C1)C(=O)O)C(=O)O)F)(F)F